FC(OC1=CC=C(C=C1)C=1C=C2C=CC=NC2=CC1)(F)F 6-(4-(Trifluoromethoxy)phenyl)quinolin